5-methoxy-4,4-dimethylpyrrolidin-2-one COC1C(CC(N1)=O)(C)C